CC1(CC1)C1=NOC(=N1)C(=O)O 3-(1-methylcyclopropyl)-1,2,4-oxadiazole-5-carboxylic acid